C1(CC1)C(C)C(=O)C(C)C1CC1 1-cyclopropylethyl ketone